4-(((3R,5R)-3-(4,4-difluoropiperidine-1-carbonyl)-5-hydroxypiperidin-1-yl)sulfonyl)-N,N-diethylbenzenesulfonamide FC1(CCN(CC1)C(=O)[C@H]1CN(C[C@@H](C1)O)S(=O)(=O)C1=CC=C(C=C1)S(=O)(=O)N(CC)CC)F